N1(C=NC=C1)C=1C=NC2=CC=C(C=C2N1)C(=O)C=1C=C(C=CC1)NC(=O)NC1=CC(=C(C=C1)F)Cl 1-(3-(3-(1H-imidazol-1-yl)quinoxaline-6-carbonyl)phenyl)-3-(3-chloro-4-fluorophenyl)urea